3-(p-tolyl)propionic acid CC1=CC=C(C=C1)CCC(=O)O